C(C)OC(CCC=1[IH]C=CC1)=O.ClCC(=O)N1CCC(CC1)CO 2-chloro-1-[4-(hydroxymethyl)-1-piperidyl]ethanone ethyl-iodolpropionate